bis(ethylamino)sulfur trifluoride C(C)N[S](NCC)(F)(F)F